4,4'-dimethyldiphenylamine CC1=CC=C(C=C1)NC2=CC=C(C=C2)C